1-((R)-3-cyclohexyl-2-(4-(N-cyclopentylsulfamoyl)benzamido)propanoyl)-4-(5-(2-hydroxypropan-2-yl)-1H-1,2,3-triazol-1-yl)pyrrolidine-2-carboxamide C1(CCCCC1)C[C@H](C(=O)N1C(CC(C1)N1N=NC=C1C(C)(C)O)C(=O)N)NC(C1=CC=C(C=C1)S(NC1CCCC1)(=O)=O)=O